C(C1=CC=C(C(=O)OC)C=C1)(=O)OC dimethyl r-terephthalate